FC=1C=2N(C=C(C1)C1=NC=C(C(=N1)C)C(=O)OCC)C=C(N2)C ethyl 2-(8-fluoro-2-methyl-imidazo[1,2-a]pyridin-6-yl)-4-methyl-pyrimidine-5-carboxylate